perfluoro(2-methyl-3-oxacyclohexan-1-ol) FC1(C(OC(C(C1(F)F)(F)F)(F)F)(C(F)(F)F)F)O